FC1(CCC1)N trans-Fluorocyclobutan-1-amine